7-(Azetidin-1-yl)-3-(3-(6-(2-hydroxyethyl)-1,2,4,5-tetrazin-3-yl)phenyl)-4-methyl-2H-chromen-2-one N1(CCC1)C1=CC=C2C(=C(C(OC2=C1)=O)C1=CC(=CC=C1)C=1N=NC(=NN1)CCO)C